N4-(3,8-dimethylcinnolin-4-yl)-N2-(4-morpholinophenyl)pyrimidine-2,4-diamine CC=1N=NC2=C(C=CC=C2C1NC1=NC(=NC=C1)NC1=CC=C(C=C1)N1CCOCC1)C